(R)-3-Methoxypyrrolidine-1-carboxylic acid tert-butyl ester C(C)(C)(C)OC(=O)N1C[C@@H](CC1)OC